1-(4-(4-Benzylpiperidin-1-yl)phenyl)-5,7-difluoro-1H-benzo[d][1,2,3]triazol-6-ol C(C1=CC=CC=C1)C1CCN(CC1)C1=CC=C(C=C1)N1N=NC2=C1C(=C(C(=C2)F)O)F